CC1=CC(=C(C=C1C(=O)O)C(=O)O)C.[Na] sodium dimethylisophthalic acid